2,4-dichloro-5-(chloromethyl)-6-methylpyrimidine ClC1=NC(=C(C(=N1)Cl)CCl)C